(1R,6R)-N-(7-chloro-6-(1-((3S,4S)-4-fluoro-3-methyltetrahydrofuran-3-yl)piperidin-4-yl)isoquinolin-3-yl)-3-oxabicyclo[4.1.0]heptane-7-carboxamide ClC1=C(C=C2C=C(N=CC2=C1)NC(=O)C1[C@@H]2CCOC[C@@H]12)C1CCN(CC1)[C@]1(COC[C@H]1F)C